6-iodo-1,2-benzisothiazol-3(2H)-one 1,1-dioxide IC1=CC2=C(C(NS2(=O)=O)=O)C=C1